benzyl-4-pyridone C(C1=CC=CC=C1)C1=NC=CC(C1)=O